pent-2-enedioic acid dimethyl ester COC(C=CCC(=O)OC)=O